CC1=CC=C(C(=O)N2CC3(C2)CC(C3)NC(=O)N)C=C1 2-(4-methylbenzoyl)-2-azaspiro[3.3]hept-6-yl-urea